C(C)N1C2=C([C@H]([C@H](C1=O)NC(C1=CC(=CC=C1)C(F)(F)F)=O)C1=CC=C(C=C1)F)C(=NN2C2COC2)CO |r| rac-N-((4R,5R)-7-ethyl-4-(4-fluorophenyl)-3-(hydroxymethyl)-1-(oxetan-3-yl)-6-oxo-4,5,6,7-tetrahydro-1H-pyrazolo[3,4-b]pyridin-5-yl)-3-(trifluoromethyl)benzamide